C[Si](CCOCN1NC(C=C1)=O)(C)C ((2-(trimethylsilyl)ethoxy)methyl)-1,2-dihydro-3H-pyrazol-3-one